3-(1-isopropyl-1H-indol-5-yl)-5-(pyridin-2-yl)-1,2,4-oxadiazole C(C)(C)N1C=CC2=CC(=CC=C12)C1=NOC(=N1)C1=NC=CC=C1